C1=C(C=CC=2OC3=C(C21)C=CC=C3)C=3C=NC=CC3B3OC(C(O3)(C)C)(C)C 3-(dibenzo[b,d]furan-2-yl)-4-(4,4,5,5-tetramethyl-1,3,2-dioxaborolan-2-yl)pyridine